(S)-13-((2S,4R)-4-hydroxy-2-((4-(4-methylthiazol-5-yl)benzyl)carbamoyl)pyrrolidine-1-carbonyl)-14,14-dimethyl-11-oxo-3,6,9-trioxa-12-azapentadecan-1-oic acid O[C@@H]1C[C@H](N(C1)C(=O)[C@@H](NC(COCCOCCOCC(=O)O)=O)C(C)(C)C)C(NCC1=CC=C(C=C1)C1=C(N=CS1)C)=O